6-(6-chloro-2,5-dimethyl-pyrimidin-4-yl)-3-(2,3-dihydro-1,4-benzodioxin-6-yloxy)-7,8-dihydro-5H-1,6-naphthyridine ClC1=C(C(=NC(=N1)C)N1CC=2C=C(C=NC2CC1)OC1=CC2=C(OCCO2)C=C1)C